OC1(CC(C1)C(=O)N1CC2(C1)CC(C2)CC2=CC=C(C=C2)C(C)C)C ((1s,3s)-3-hydroxy-3-methylcyclobutyl)(6-(4-isopropylbenzyl)-2-azaspiro[3.3]Hept-2-yl)methanone